(6-((2,6-Dioxopiperidin-3-yl)carbamoyl)pyridin-3-yl)piperidine-1-carboxylic acid tert-butyl ester C(C)(C)(C)OC(=O)N1C(CCCC1)C=1C=NC(=CC1)C(NC1C(NC(CC1)=O)=O)=O